FC1=CC=C(/C(=N/NC2=CC=CC=C2)/Cl)C=C1 (Z)-4-fluoro-N-phenylbenzohydrazonoyl chloride